n-butyl-5-(2-methoxyethoxymethyl)-2-phenyl-1H-indol-7-amine C(CCC)N1C(=CC2=CC(=CC(=C12)N)COCCOC)C1=CC=CC=C1